bromo-4''-fluorodispiro[imidazolidine-4,1'-cyclohexane-4',1''-indene]-2,5-dione BrC=1C2(C3=CC=CC(=C3C1)F)CCC1(CC2)NC(NC1=O)=O